C(C)(C)(C)C=1C=CC(=C(C1)C1=CC=CC=C1)N1C(=NC2=C1C=CC=C2)C=2C=C1C(=NC2C)OC2=C1C=CC=C2 (1-(5-(tert-butyl)-[1,1'-biphenyl]-2-yl)-1H-benzo[d]imidazol-2-yl)-2-methylbenzofuro[2,3-b]pyridine